2-(pyridin-2-yl)-N-(3-(pyrrolidin-1-yl)propyl)pyrimidin-5-amine N1=C(C=CC=C1)C1=NC=C(C=N1)NCCCN1CCCC1